3-hydroxycyclopentyl-p-hydroxyaniline OC1CC(CC1)NC1=CC=C(C=C1)O